CCC(CC)NC(=O)C1=CN=C(O1)C1=CC(=CC=C1)C1=CC(=NN1)C(N[C@@H](C)[C@@H]1OCCC1)=O N-(pentan-3-yl)-2-(3-(3-(((S)-1-((R)-tetrahydrofuran-2-yl)ethyl)carbamoyl)-1H-pyrazol-5-yl)phenyl)oxazole-5-carboxamide